N1CC(C1)C1=NN(C2=NC=CC(=C21)N2CC(C2)O)C2=CC=C(C=C2)OC(F)(F)F 1-(3-(azetidin-3-yl)-1-(4-(trifluoromethoxy)phenyl)-1H-pyrazolo[3,4-b]pyridin-4-yl)azetidin-3-ol